2-ethyl 1-bromo-7-methoxyimidazo[1,5-a]pyridine-3-carboxylate BrC=1N=C(N2C1C=C(C=C2)OC)C(=O)OCC